methyl-3-methoxy-4-(N-(4-methoxy-6-((4-(propiolamidomethyl)-1H-pyrazol-1-yl) methyl) benzo[d]isoxazol-3-yl) sulfamoyl)benzoate COC(C1=CC(=C(C=C1)S(NC1=NOC2=C1C(=CC(=C2)CN2N=CC(=C2)CNC(C#C)=O)OC)(=O)=O)OC)=O